OCC(CN)(CO)CO tris(hydroxymethyl)-aminoethane